NC=1C=2N(C3=CC(=C(C=C3N1)F)C(=O)N(CC1=C(C=C(C=C1)C1=CC=NN1C(F)(F)F)F)C13CC(C1)C3)C=NC2 4-amino-N-(bicyclo[1.1.1]pentan-1-yl)-7-fluoro-N-(2-fluoro-4-(1-(trifluoromethyl)-1H-pyrazol-5-yl)benzyl)imidazo[1,5-a]quinoxaline-8-carboxamide